[Fe+2].P(=O)([O-])([O-])[O-].[Fe+2] Iron phosphate iron